ClC=1C=C(C(=O)NC2=NC=C(C=N2)C2=NC=CC=C2)C=CC1 3-chloro-N-(5-(pyridin-2-yl)pyrimidin-2-yl)benzamide